ethyl 4-oxo-5H-thieno[2,3-d]pyridazine-7-carboxylate O=C1C2=C(C(=NN1)C(=O)OCC)SC=C2